2-fluoro-5-iodo-1,3-xylene FC1=C(C=C(C=C1C)I)C